NC1=NN(C=C1B1OC(C(O1)(C)C)(C)C)C1(CN(C1)S(=O)(=O)CC)CC#N 2-(3-(3-amino-4-(4,4,5,5-tetramethyl-1,3,2-dioxaborolane-2-yl)-1H-pyrazol-1-yl)-1-(ethylsulfonyl)azetidin-3-yl)acetonitrile